6-amino-1-hydroxybenzo[c][1,2]oxaborin-3(1H)-one NC1=CC2=C(B(OC(C2)=O)O)C=C1